(R)-6-chloro-N-(1-methylpiperidin-3-yl)-5-(trifluoromethyl)pyridazin-3-amine ClC1=C(C=C(N=N1)N[C@H]1CN(CCC1)C)C(F)(F)F